C(C)(C)(C)OC(=O)N1N=C(C=C1Br)N(C1=NC=C(N=C1)C#N)C(=O)OC(C)(C)C 5-bromo-3-((tert-butoxycarbonyl)(5-cyanopyrazin-2-yl)amino)-1H-pyrazole-1-carboxylic acid tert-butyl ester